CN(CCCC(=O)N(CCCCCCCC(=O)OC)C(CCCCC\C=C(\C(=O)OCC)/F)CCCCCCCCC)C Ethyl (2Z)-9-[4-(dimethylamino)-N-(8-methoxy-8-oxooctyl)butanamido]-2-fluorooctadec-2-enoate